CNCCC[Si](OCC)(OCC)OCC N-methylaminopropyl-triethoxysilane